[I+].[Bi+3].[O-2].[Zn+2].[O-2].[O-2] zinc oxide bismuth iodine